CC1=NC=CC(=C1)C1CC(CC1)(C(=O)O)CCC 3-(2-methylpyridin-4-yl)-1-propylcyclopentane-1-carboxylic acid